(S)-tert-butyl (1-((3-cyano-5-(1,6-naphthyridin-4-yl)pyridin-2-yl)oxy)-2,4-dimethylpentan-2-yl)carbamate C(#N)C=1C(=NC=C(C1)C1=CC=NC2=CC=NC=C12)OC[C@@](CC(C)C)(C)NC(OC(C)(C)C)=O